N-methylpropylamide C[N-]CCC